N'-hydroxy-5-((5-(5-(trifluoromethyl)pyridin-2-yl)-1,3,4-oxadiazol-2-yl)amino)pyridine ON1N=C(OC1C1=NC=C(C=C1)C(F)(F)F)NC=1C=CC=NC1